[2-(PYRIMIDIN-2-YLMETHOXY)PHENYL]BORANEDIOL N1=C(N=CC=C1)COC1=C(C=CC=C1)B(O)O